BrC1=CC=C(C=C1)C(C)(C)C=1N=C(SC1C)N 4-(2-(4-bromophenyl)propan-2-yl)-5-methylthiazol-2-amine